C1(CC1)C=1C=NC(=NC1)N[C@H]1CN(CC1)C(=O)OC(C)(C)C (R)-tert-butyl 3-((5-cyclopropylpyrimidin-2-yl)amino)pyrrolidine-1-carboxylate